COC=1C(=NC(=NC1NC=1C=NC=CC1)N1CCOCC1)C=1C=C(C=CC1)N1C(COCC1)=O 4-(3-(5-methoxy-2-morpholino-6-(pyridin-3-ylamino)pyrimidin-4-yl)phenyl)morpholin-3-one